COCCO[C@H]1C[C@H](C1)NC1=NN2C(C=N1)=C(C=C2)C=2C=CC1=C(N(N=N1)C)C2 N-(cis-3-(2-methoxyethoxy)cyclobutyl)-5-(1-methyl-1H-benzo[d][1,2,3]triazol-6-yl)pyrrolo[2,1-f][1,2,4]triazin-2-amine